1-(3-aminophenyl)-4-(difluoromethyl)-3-methyl-1H-1,2,4-triazol-5(4H)-one NC=1C=C(C=CC1)N1N=C(N(C1=O)C(F)F)C